tert-butyl (3S,4S)-3-hydroxy-4-(3-(3-(4-methoxybenzyl)-2,4-dioxotetrahydropyrimidin-1(2H)-yl)-1-methyl-1H-indazol-6-yl)piperidine-1-carboxylate O[C@@H]1CN(CC[C@H]1C1=CC=C2C(=NN(C2=C1)C)N1C(N(C(CC1)=O)CC1=CC=C(C=C1)OC)=O)C(=O)OC(C)(C)C